N-[(1S)-2,2-dicyclopropyl-1-[[1-[2-cyclopropyl-1-[3-(2,2,2-trifluoroethyl)triazol-4-yl]ethyl]-3-fluoro-pyrazol-4-yl]carbamoyl]ethyl]-2-iso-propyl-pyrazole-3-carboxamide C1(CC1)C([C@@H](C(NC=1C(=NN(C1)C(CC1CC1)C=1N(N=NC1)CC(F)(F)F)F)=O)NC(=O)C=1N(N=CC1)C(C)C)C1CC1